Cl.C[C@@H]1CC2=NN3C(C(N(C[C@H]3C)C(C)C=3C=NC(=CC3)C(=C)C)=O)=C2CN1 (3R,7R)-3,7-dimethyl-9-(1-(6-(prop-1-en-2-yl)pyridin-3-yl)ethyl)-1,2,3,4,8,9-Hexahydropyrido[4',3':3,4]Pyrazolo[1,5-a]Pyrazin-10(7H)-one hydrochloride